N-methyl-tryptophane CN[C@@H](CC1=CNC2=CC=CC=C12)C(=O)O